[C@@H]1([C@@H](CCCC1)N)N (1r,2r)-1,2-cyclohexanediamine